BrC1=C(C=CC(=C1)C)C 2-bromo-1,4-dimethyl-benzene